C(C)(NC1=C(NC=C1C(=O)OCC)C(=O)OCC)=N 2,4-diethyl 3-ethanimidamido-1H-pyrrole-2,4-dicarboxylate